1-Isopropyl-3,5-bis(4-bromobenzylidene)piperidin-4-one C(C)(C)N1CC(C(C(C1)=CC1=CC=C(C=C1)Br)=O)=CC1=CC=C(C=C1)Br